C(C)OC(C(=O)OC(C(CC)OCC)=O)CC ethoxybutyric anhydride